(+/-)-N-(4-{[3-(4-cyano-3-methoxyphenyl)-1-{[2-(trimethylsilyl)ethoxy]methyl}-1H-pyrrolo[2,3-b]pyridin-4-yl]oxy}-3,5-difluorophenyl)-N'-[(1R)-1-(oxetan-3-yl)ethyl]urea C(#N)C1=C(C=C(C=C1)C1=CN(C2=NC=CC(=C21)OC2=C(C=C(C=C2F)NC(=O)N[C@H](C)C2COC2)F)COCC[Si](C)(C)C)OC |r|